GLYOXAL DIMETHYL ACETAL COC(C=O)OC